C(C)(C)(C)C1=C(N=C(S1)C(C(=O)N)CNC1=NC=CC2=CC=C(C=C12)C1=NOC(=N1)C)CC (5-(tert-butyl)-4-ethylthiazol-2-yl)-3-((7-(5-methyl-1,2,4-oxadiazol-3-yl)isoquinolin-1-yl)amino)propanamide